C(C)[C@](N)(CC1=CNC=N1)C(=O)O L-α-ethylhistidine